C1(=CC=CC=C1)C=1C(=NNC1N)C1=NN(C=C1)COCC[Si](C)(C)C 4-phenyl-1'-((2-(trimethylsilyl)ethoxy)methyl)-1H,1'H-[3,3'-bipyrazole]-5-amine